3-propylmethyldiethoxysilane CCC[Si](OCC)(OCC)C